N-Methylcyclohexyl-amin CNC1CCCCC1